IC=1C=NN(C1C)CC1(CCCCCC1)O 1-((4-iodo-5-methyl-1H-pyrazol-1-yl)methyl)cycloheptanol